CC=1C(NC(N(C1)CC(=O)O)=O)=O 2-(5-methyl-2,4-dioxo-pyrimidin-1-yl)acetic acid